FC(F)(F)NC1(C=CC(=C2C=CC(NC(F)(F)F)(C=C2)N)C=C1)N bis(trifluoromethyl)-4,4'-diaminobenzidine